SCCC(=O)OCCCCCCCC octyl 3-mercaptopropionate